ClC=1C=CC(=C(C1)N=CC1=CC=CC=C1)O N-(5-chloro-2-hydroxyphenyl)benzyleneamine